N-[5-(1H-benzimidazol-2-yl)-1-methyl-pyrazol-3-yl]-4-(4-methyl-3-oxo-piperazin-1-yl)benzamide N1C(=NC2=C1C=CC=C2)C2=CC(=NN2C)NC(C2=CC=C(C=C2)N2CC(N(CC2)C)=O)=O